3-[3-(difluoromethoxy)-4-[3-(difluoromethyl)-3-methylazetidine-1-carbonyl]-5-methoxyphenyl]-2-methyl-6-(1-methylpyrazol-4-yl)indazole-4-carbonitrile FC(OC=1C=C(C=C(C1C(=O)N1CC(C1)(C)C(F)F)OC)C=1N(N=C2C=C(C=C(C12)C#N)C=1C=NN(C1)C)C)F